methyl 2-methanesulfonyl-1,3-benzothiazole-5-carboxylate CS(=O)(=O)C=1SC2=C(N1)C=C(C=C2)C(=O)OC